(imino)(ethyl)iminothiolanone N=C1C(C(SC1)=O)=NCC